C(C)C=1C(NC(=NC1)C1CNCC1)=O 5-ethyl-2-(pyrrolidin-3-yl)-3H-pyrimidin-4-one